(hydroxyiminomethyl)benzonitrile ON=CC1=C(C#N)C=CC=C1